4-Ethylsulfonylbenzoic acid [3-(3-ethyl-4-oxo-spiro[6,8-dihydro-5H-pyrazolo[4,3-c]azepin-7,4'-tetrahydropyran]-1-yl)-2,2-dimethyl-propyl] ester C(C)C1=NN(C2=C1C(NCC1(CCOCC1)C2)=O)CC(COC(C2=CC=C(C=C2)S(=O)(=O)CC)=O)(C)C